ClC=1C=C2C=C(NC2=CC1)CNC(N([C@H]1CN(CCC1)C(=O)C1CC(C1)C)C)=O (R)-3-((5-chloro-1H-indol-2-yl)methyl)-1-methyl-1-(1-(3-methylcyclobutane-1-carbonyl)piperidin-3-yl)urea